Maleimido-monoamide C1(C=CC(N1[NH-])=O)=O